methoxy-propylphenol COC=1C(=C(C=CC1)O)CCC